NC1=NC(=CC=2C1=NN(C2)CC2=NC=CC=C2F)C=2C=C(C#N)C=CC2 3-(7-amino-2-((3-fluoropyridin-2-yl)methyl)-2H-pyrazolo[3,4-c]pyridin-5-yl)benzonitrile